C(CCCCCCCCCCCCCCC)(=O)NCCCCN Palmitoyl-Putrescine